ClC1=C(C=CC=C1)[C@@]1(C(CCCC1)=O)N(C(=O)OCN([C@@H]([C@H](C)CC)C(=O)[O-])C(C)=O)C ((((S)-1-(2-chlorophenyl)-2-oxocyclohexyl)(methyl)carbamoyl)oxy)methylacetyl-L-alloisoleucinate